FC1=CC=C2CC(N(C2=C1CC=O)C)=O 2-(6-fluoro-1-methyl-2-oxoindolin-7-yl)acetaldehyde